C(C)O[Si](CCCOCC(CS)S)(C1=CC=CC=C1)OCC 3-[3-[diethoxy(phenyl)silyl]propoxy]propane-1,2-dithiol